tris(3,5-dimethyl-pyrazolyl) borate B(OC=1C(=NNC1C)C)(OC=1C(=NNC1C)C)OC=1C(=NNC1C)C